S1C2=C(C=C1)CC1=C2SC=C1 4H-cyclopenta-[2,1-b:3,4-b']-dithiophene